2-{[8-(4-amino-3-chlorophenyl)-3-oxo-1H,2H,3H-benzo[e]isoindol-2-yl]methyl}prop-2-enenitrile NC1=C(C=C(C=C1)C=1C=CC2=C(C=3CN(C(C3C=C2)=O)CC(C#N)=C)C1)Cl